sodium 3,5,6-trichloropyridin-2-olate ClC=1C(=NC(=C(C1)Cl)Cl)[O-].[Na+]